3-fluoro-5-nitro-1-(phenylsulfonyl)-1H-indazole FC1=NN(C2=CC=C(C=C12)[N+](=O)[O-])S(=O)(=O)C1=CC=CC=C1